9-((5-((3S,4R)-3-amino-4-fluoropiperidin-1-yl)-2-(3-fluorophenyl)pyridin-4-yl)methyl)-9H-purin-6-amine N[C@H]1CN(CC[C@H]1F)C=1C(=CC(=NC1)C1=CC(=CC=C1)F)CN1C2=NC=NC(=C2N=C1)N